(2-(1-(cyclopropylsulfonyl)-4-hydroxypiperidin-4-yl)-N-ethyl-N-methylacetamide) C1(CC1)S(=O)(=O)N1CCC(CC1)(O)CC(=O)N(C)CC